C(C)(C)[C@@H]1N(CCOC1)C1=NN2C(N=C(C=C2)C2=C(C=C(C=C2C)C)O)=N1 2-[2-[(3S)-3-isopropylmorpholin-4-yl]-[1,2,4]triazolo[1,5-a]pyrimidin-5-yl]-3,5-dimethyl-phenol